Cl.N[C@H](C(=O)O)CC1=CC=C(C=C1)C1=NOC(=N1)C1=C(C=C(C=C1)OC)C1=CC=C(C=C1)OC (S)-2-amino-3-(4-(5-(4',5-dimethoxybiphenyl-2-yl)-1,2,4-oxadiazol-3-yl)phenyl)propanoic acid hydrochloride